2-[3-(trifluoromethyl)phenyl]-benzimidazole FC(C=1C=C(C=CC1)C=1NC2=C(N1)C=CC=C2)(F)F